CC(C(=O)N1CCC2N(C(CC1)=O)C(CC2)C(=O)O)C 3-(2-methylpropionyl)-6-oxo-octahydropyrrolo[1,2-a][1,5]Diazocine-8-carboxylic acid